C(C)OC(=O)C=1C=C2C=CC=NC2=C(N1)N1CCCC2=CC(=C(C=C12)C(F)F)C=1CCN(CC1)C(C)=O 8-[6-(1-acetyl-1,2,3,6-tetrahydropyridin-4-yl)-7-difluoromethyl-3,4-dihydro-2H-quinolin-1-yl]-[1,7]naphthyridine-6-carboxylic acid ethyl ester